3-(6-(methylsulfonamido)pyrazin-2-yl)-N-(4-phenethoxyphenyl)benzamide CS(=O)(=O)NC1=CN=CC(=N1)C=1C=C(C(=O)NC2=CC=C(C=C2)OCCC2=CC=CC=C2)C=CC1